2,4-di-tert-butyl-p-hydroxyphenylthiophenol C(C)(C)(C)C1=C(C=CC(=C1)C(C)(C)C)C1=C(C=CC(=C1)O)S